6-(1H-imidazol-1-yl)-N-((1r,4r)-4-(2-methoxyethoxy)cyclohexyl)-4-(methylthio)picolinamide N1(C=NC=C1)C1=CC(=CC(=N1)C(=O)NC1CCC(CC1)OCCOC)SC